4,4'-[Spiro(xanthen-9,9'-fluorene)-2,6-diylbis(oxycarbonyl)]diphthalic acid C1=CC=CC=2C3=CC=CC=C3C3(C12)C1=CC=C(C=C1OC=1C=CC(=CC13)OC(=O)C=1C=C(C(C(=O)O)=CC1)C(=O)O)OC(=O)C=1C=C(C(C(=O)O)=CC1)C(=O)O